C(C)(C)(C)OC(=O)N1CCN(CC1)C=1C=NC(=CC1)C(NC)=O 4-[6-(methylcarbamoyl)pyridin-3-yl]piperazine-1-carboxylic acid tert-butyl ester